6-chloro-3-(1H-imidazol-1-yl)-2-(3-(trifluoromethyl)-1H-1,2,4-triazol-5-yl)-1H-indole-7-carbonitrile ClC1=CC=C2C(=C(NC2=C1C#N)C1=NC(=NN1)C(F)(F)F)N1C=NC=C1